vanadium(II) acetate C(C)(=O)[O-].[V+2].C(C)(=O)[O-]